tris(3-fluoro-phenyl)phosphine oxide FC=1C=C(C=CC1)P(C1=CC(=CC=C1)F)(C1=CC(=CC=C1)F)=O